CC1(N(C[C@@H]1CS(=O)(=O)C)C=1C=CC(=C2C=C(N=CC12)NC1=NC(=NC=C1)N1CCC(CC1)OC)C1CN(C1)C(C=C)=O)C (S)-1-(3-(8-(2,2-dimethyl-3-((methylsulfonyl)methyl)azetidin-1-yl)-3-((2-(4-methoxypiperidin-1-yl)pyrimidin-4-yl)amino)isoquinolin-5-yl)azetidin-1-yl)prop-2-en-1-one